N(=[N+]=[N-])C(=O)OC(C)(C)C tert-butyl azidoformate